ClC=1C(=C(C(=CC1)F)C1=C(C(=NN(C1=O)C)C)OC(C(C)C)=O)CCC=1C=C2CCC(NC2=CC1)C 2-methylpropanoic acid [5-[3-chloro-6-fluoro-2-[2-(2-methyl-1,2,3,4-tetrahydroquinolin-6-yl) ethyl] phenyl]-1,3-dimethyl-6-oxo-pyridazin-4-yl] ester